bis(5,5'-dimethyl-1,3-Oxazolidin-3-yl)methane CC1(CN(CO1)CN1COC(C1)(C)C)C